COC=1C=C(C=CC1OCC1=C(C=C(C=C1)OC)C(F)(F)F)C1C2=C(NC(C1)=O)NN=N2 7-(3-methoxy-4-{[4-methoxy-2-(trifluoromethyl)phenyl]methoxy}phenyl)-3H,4H,5H,6H,7H-[1,2,3]triazolo[4,5-b]pyridin-5-one